OCC(C(=O)OCC1=CC=CC=C1)(C)CO benzyl 3-hydroxy-2-(hydroxymethyl)-2-methylpropanoate